C(C)OC(=O)C1C[C@@H]([C@@H](C1)O)NC(=O)OC(C)(C)C (3s,4r)-3-((tert-butoxycarbonyl)amino)-4-hydroxycyclopentane-1-carboxylic acid ethyl ester